C(\C=C\C1=CC(OC)=C(O)C=C1)(=O)NCCCCNCCCN N-feruloylspermidine